2-(3-isocyanatopropyl)-2,5-bis(isocyanatomethyl)-bicyclo(2.2.1)heptane N(=C=O)CCCC1(C2CC(C(C1)C2)CN=C=O)CN=C=O